FC=1C(=C(C=CC1F)C1C(SC(C1)(C(F)(F)F)C)C(=O)NC1=CC(NC=C1)=O)OC 3-(3,4-difluoro-2-methoxyphenyl)-5-methyl-N-(2-oxo-1,2-dihydropyridin-4-yl)-5-(trifluoromethyl)tetrahydrothiophene-2-carboxamide